The molecule is a chromenol that is 3,4-dihydro-2H-chromene substituted by a hydroxy group at position 6, a 3-hydroxybut-1-en-1-yl at position 2, a formyl group at position 5 and a prenyl group at position 7. Isolated from Chaetomium globosum, it exhibits radical scavenging and cytotoxic activity towards several tumour cell lines. It has a role as a radical scavenger and a Chaetomium metabolite. It is a chromenol and an aldehyde. CC(/C=C/C1CCC2=C(O1)C=C(C(=C2C=O)O)CC=C(C)C)O